tert-butyl (6-(trans-3-cyanocyclobutyl)thiazolo[4,5-b]pyrazin-2-yl)carbamate C(#N)[C@@H]1C[C@H](C1)C=1N=C2C(=NC1)N=C(S2)NC(OC(C)(C)C)=O